8-(1-hexyl-1H-1,2,3-triazol-4-yl)-5-methoxy-4-[(1-naphthyl)methyl]-2-oxo-7-thia-1-azabicyclo[4.3.0]nonane-3,5,8-triene-9-carboxylic acid imidazolium salt N1C=[NH+]C=C1.C(CCCCC)N1N=NC(=C1)C=1SC2=C(C(=CC(N2C1C(=O)[O-])=O)CC1=CC=CC2=CC=CC=C12)OC